C1(=CC=CC=C1)[Si](O[Si](O[Si](C)(C)C)(C)C)(C1=CC=CC=C1)C1=CC=CC=C1 1,1,1-triphenyl-3,3,5,5,5-pentamethyltrisiloxane